(+/-)-(1S,2R,4S,5S)-4-amino-6,6-difluorobicyclo[3.1.0]hexane-2-carboxylic acid N[C@H]1C[C@H]([C@@H]2C([C@H]12)(F)F)C(=O)O |r|